C(C1=CC=CC=C1)C=1C(=CNC1)S(=O)(=O)Cl 4-benzyl-1H-pyrrole-3-sulfonyl chloride